BrC1=CC=C(C=C1)C(C)(O)C=1N=C(SC1)NC(=O)NCC1=CC(=C(C=C1)N1CCNCC1)F 1-(4-(1-(4-bromophenyl)-1-hydroxyethyl)thiazol-2-yl)-3-(3-fluoro-4-(piperazin-1-yl)benzyl)urea